octane-1-sulfonic acid sodium salt [Na+].C(CCCCCCC)S(=O)(=O)[O-]